3-(4-(4-((4-(2-((4aS,5aR)-5,5-difluoro-5a-methyl-1,4,4a,5,5a,6-hexahydrocyclopropa[f]indazol-3-yl)-1H-indole-6-carbonyl)piperazin-1-yl)methyl)piperidin-1-yl)phenyl)piperidine-2,6-dione FC1([C@H]2CC=3C(=NNC3C[C@]21C)C=2NC1=CC(=CC=C1C2)C(=O)N2CCN(CC2)CC2CCN(CC2)C2=CC=C(C=C2)C2C(NC(CC2)=O)=O)F